(beta-chloroethyl)dimethylamine, hydrochloride Cl.ClCCN(C)C